6-chloro-N-ethyl-4-morpholino-3-nitropyridin-2-amine ClC1=CC(=C(C(=N1)NCC)[N+](=O)[O-])N1CCOCC1